1,1,1,2,2-pentafluoro-pentan-3-amine hydrochloride Cl.FC(C(C(CC)N)(F)F)(F)F